C1(CCCCC1)P(C1=C(C=CC=C1C(C)C)C1=C(C=C(C=C1C(C)C)C(C)C)C(C)C)C1CCCCC1 dicyclohexyl(3-isopropyl-2',4',6'-triisopropyl-[1,1'-biphenyl]-2-yl)phosphine